C(C)(C)(C)C[Si](CCOC(NCCCC[C@@H](C(NCCC)=O)N)=O)(C)C (S)-tert-butyl-12-amino-2,2-dimethyl-6,13-dioxo-5-oxa-7,14-diaza-2-silaheptadecane